C(C)(C)C1=C(C(=CC(=C1)C1=C(C=CC=C1OC)OC)C(C)C)C1=C(C=CC=C1)I 2,6-diisopropyl-4-(2,6-dimethoxyphenyl)-2'-iodobiphenyl